1-(oxacyclohex-2-yl)-1H-indazole O1C(CCCC1)N1N=CC2=CC=CC=C12